ClC1=C(C=CC=C1)[C@@H](C)OC(=O)NC=1C(=NN(C1)C)C1=CC=C(C=C1)NC(=O)[C@H]1C([C@@H]1C(=O)OC)(F)F methyl (1S,3S)-3-((4-(4-((((R)-1-(2-chlorophenyl)ethoxy)carbonyl)amino)-1-methyl-1H-pyrazol-3-yl)phenyl)carbamoyl)-2,2-difluorocyclopropane-1-carboxylate